[Se](Cl)Cl.[Bi] bismuth selenium chloride